n-tetradecyl pelargonate C(CCCCCCCC)(=O)OCCCCCCCCCCCCCC